3-(4-(6-((1-(4-aminophenyl)piperidin-4-yl)methyl)-2,6-diazaspiro[3.3]heptan-2-yl)phenyl)piperidine-2,6-dione NC1=CC=C(C=C1)N1CCC(CC1)CN1CC2(CN(C2)C2=CC=C(C=C2)C2C(NC(CC2)=O)=O)C1